1-[(3R)-5,5-difluoropiperidin-3-yl]-3-methylpyrrolidin-2-one hydrochloride Cl.FC1(C[C@H](CNC1)N1C(C(CC1)C)=O)F